FC1=C(C(=CC2=CN(N=C12)C)C=1SC2=C(N1)SC(=C2)C2CCNCC2)OC 7-fluoro-6-methoxy-2-methyl-5-[5-(piperidin-4-yl)thieno[2,3-d][1,3]thiazol-2-yl]indazole